[OH-].[O-2].[Fe+2].[Ni+2] Nickel-Iron oxide hydroxide